N-methyl-6-(trifluoromethyl)pyridineamide CNC(=O)C1=NC(=CC=C1)C(F)(F)F